1-(4-((4-((4-((2H-tetrazol-5-yl)methyl)piperidin-1-yl)methyl)phenyl)amino)-5-oxo-5,6-dihydropyrimido[4,5-d]pyridazin-2-yl)piperidine-3-carbonitrile N=1NN=NC1CC1CCN(CC1)CC1=CC=C(C=C1)NC1=NC(=NC=2C=NNC(C21)=O)N2CC(CCC2)C#N